NC1=C(C(=CC(=C1)S(F)(F)(F)(F)F)S(=O)(=O)C)O 2-amino-6-(methylsulfonyl)-4-(pentafluoro-λ6-sulfaneyl)phenol